CN1N=CC2=CC(=CC=C12)OC1=CNC=C1 Methyl-5-(pyrrol-3-yloxy)-1H-indazole